benzyl 2-(4-{[(benzyloxy) carbonyl] amino}-2-nitrophenyl)-3-[6,6-dimethyl-1-(oxetan-2-yl)-5,7-dihydro-4H-indazol-3-yl]-3-oxopropanoate C(C1=CC=CC=C1)OC(=O)NC1=CC(=C(C=C1)C(C(=O)OCC1=CC=CC=C1)C(=O)C1=NN(C=2CC(CCC12)(C)C)C1OCC1)[N+](=O)[O-]